C(C)N1N=C(C(=C1)F)[S@](=O)(N)=NC(NC1=C2C(=NC(=C1C)C(F)(F)F)CCC2)=O (S)-1-ethyl-4-fluoro-N'-((3-methyl-2-(trifluoromethyl)-6,7-dihydro-5H-cyclopenta[b]pyridin-4-yl)carbamoyl)-1H-pyrazole-3-sulfonimidamide